C(=O)O.C(=O)O.FC=1C=C2C=C(NC2=CC1)C1=CC2=C(O[C@@H](CN2)[C@@H](C2=CC=CC=C2)NCCC2=CC=C(C#N)C=C2)N=C1 4-(2-(((R)-((S)-7-(5-fluoro-1H-indol-2-yl)-2,3-dihydro-1H-pyrido[2,3-b][1,4]oxazin-3-yl)(phenyl)methyl)amino)ethyl)benzonitrile diformate